1,1-bis(4-((aminophenyl)methyl)phenyl)-4-heptylcyclohexane NC1=C(C=CC=C1)CC1=CC=C(C=C1)C1(CCC(CC1)CCCCCCC)C1=CC=C(C=C1)CC1=C(C=CC=C1)N